3-methyl-7-(piperazin-1-yl)-5-((3-(trifluoromethyl)pyridin-2-yl)methyl)pyrido[2,3-b]pyrazin-6(5H)-one CC1=CN=C2C(=N1)N(C(C(=C2)N2CCNCC2)=O)CC2=NC=CC=C2C(F)(F)F